4-{2-[(4-chloro-1H-indol-6-yl)amino]-1H-1,3-benzodiazol-5-yl}piperidine-1-carboxylic acid tert-butyl ester C(C)(C)(C)OC(=O)N1CCC(CC1)C1=CC2=C(NC(=N2)NC2=CC(=C3C=CNC3=C2)Cl)C=C1